zinc isodecyl dithiophosphate P(=S)(SCCCCCCCC(C)C)([O-])[O-].[Zn+2]